NC1=CC=2C(CN(C2)C(=O)OC(C)(C)C)=C1 tert-butyl (3aR,5s,6aS)-5-aminocyclopenta[c]pyrrole-2(1H)-carboxylate